butyl (3S,4S)-3-amino-4-fluoropiperidine-1-carboxylate N[C@H]1CN(CC[C@@H]1F)C(=O)OCCCC